3-(1-(2',6'-Dimethoxy-[1,1-biphenyl]-4-yl)-1H-1,2,3-triazol-4-yl)benzoic acid COC1=C(C(=CC=C1)OC)C1=CC=C(C=C1)N1N=NC(=C1)C=1C=C(C(=O)O)C=CC1